6-Chloro-3-((7-((R)-3-cyclohexyl-2-methylpropanoyl)-10-hydroxy-7-azaspiro[4.5]decan-10-yl)methyl)-7-fluoroquinazolin-4(3H)-one ClC=1C=C2C(N(C=NC2=CC1F)CC1(CCN(CC12CCCC2)C([C@@H](CC2CCCCC2)C)=O)O)=O